C(C1=CC=CC=C1)N1C[C@@H](N(C[C@H]1C)C=1N(N=C2C1N(C(C=C2)=O)C)C2OCCCC2)CC ((2S,5R)-4-benzyl-2-ethyl-5-methylpiperazin-1-yl)-4-methyl-2-(tetrahydro-2H-pyran-2-yl)-2,4-dihydro-5H-pyrazolo[4,3-b]pyridin-5-one